[Cl-].C(C)[N+](CCCC)(CC)CC tri-ethyl-butyl-ammonium chloride